3-[1-(3,5-dichlorophenyl)-1-methylethyl]-2,3-dihydro-6-methyl-5-phenyl-4H-1,3-oxazin-4-one ClC=1C=C(C=C(C1)Cl)C(C)(C)N1COC(=C(C1=O)C1=CC=CC=C1)C